(E)-4-(Dimethylamino)-1-(4-((3-methyl-4-((2-methylimidazo[1,2-a]pyridin-7-yl)oxy)phenyl)amino)-5,6-dihydropyrido[4',3':4,5]thieno[2,3-d]pyrimidin-7(8H)-yl)but-2-en-1-one CN(C/C=C/C(=O)N1CC2=C(C3=C(N=CN=C3NC3=CC(=C(C=C3)OC3=CC=4N(C=C3)C=C(N4)C)C)S2)CC1)C